N-[2-amino-5-(2,4-difluorophenyl)phenyl]-4-(methylsulfonyl)benzamide NC1=C(C=C(C=C1)C1=C(C=C(C=C1)F)F)NC(C1=CC=C(C=C1)S(=O)(=O)C)=O